(2-hydroxy-5-methyl-3-tertiary butyl-phenyl)methane OC1=C(C=C(C=C1C(C)(C)C)C)C